CC=1C=C(C(=O)N[C@@H]2CCC3=CC(=CC=C23)C=2OC=C(N2)C)C=CN1 (R)-2-methyl-N-(5-(4-methyloxazol-2-yl)-2,3-dihydro-1H-inden-1-yl)isonicotinamide